C(C1=CC=CC=C1)OCCC1COC(OC1)=O 5-[2-(benzyloxy)ethyl]-1,3-dioxane-2-one